(2R,4R)-6-chloro-4-hydroxy-N-(3-{2-[2-(trifluoromethoxy)ethoxy]-1,3-oxazol-5-yl}bicyclo[1.1.1]pentan-1-yl)-3,4-dihydro-2H-1-benzopyran-2-carboxamide ClC=1C=CC2=C([C@@H](C[C@@H](O2)C(=O)NC23CC(C2)(C3)C3=CN=C(O3)OCCOC(F)(F)F)O)C1